ClC=1C=C(C(=NC1)OC)S(=O)(=O)NC1=C(C(=C(C=C1)F)CCC1=CC=2C(N=C1)=CN(N2)C)F 5-chloro-N-[2,4-difluoro-3-(2-[2-methylpyrazolo[4,3-b]pyridin-6-yl]ethyl)phenyl]-2-methoxypyridine-3-sulfonamide